(R)-N-(5-(3,4-Difluorophenoxy)-2-methoxyphenyl)-1-methyl-5-oxopyrrolidine-2-carboxamide FC=1C=C(OC=2C=CC(=C(C2)NC(=O)[C@@H]2N(C(CC2)=O)C)OC)C=CC1F